O.[O-2].[Al+3].[O-2].[O-2].[Al+3] aluminum oxide hydrate